[Y].[K] potassium yttrium